CC1([C@@H]2CC[C@H]([C@H]1C2)CN2C([C@@H]1N(CCNC1)CC2)=O)C (R)-8-(((1R,2R,5R)-6,6-Dimethylbicyclo[3.1.1]heptan-2-yl)methyl)-9-oxooctahydro-2H-pyrazino[1,2-a]pyrazin